N-(3-(2-(4-(2,3-dichlorophenyl)piperazin-1-yl)ethyl)cyclobutyl)azetidine-1-carboxamide ClC1=C(C=CC=C1Cl)N1CCN(CC1)CCC1CC(C1)NC(=O)N1CCC1